OCCOCCOC1=C(C#N)C=CC=C1 2-(2-(2-hydroxyethoxy)ethoxy)benzonitrile